tert-Butyl 2-(4-(4-fluorophenyl)-2,2-dimethyl-2H-chromen-6-yl)-5-(4-(methoxycarbonyl)phenyl)-1H-pyrrole-1-carboxylate FC1=CC=C(C=C1)C1=CC(OC2=CC=C(C=C12)C=1N(C(=CC1)C1=CC=C(C=C1)C(=O)OC)C(=O)OC(C)(C)C)(C)C